Diethyl (4-((7,9-difluoro-2-isopropyl-5H-pyrido[3,2-b]indol-5-yl)methyl)benzyl)phosphonate FC=1C=C(C=2C3=C(N(C2C1)CC1=CC=C(CP(OCC)(OCC)=O)C=C1)C=CC(=N3)C(C)C)F